N1C=NC2=C1C=CC(=C2)N2C(OC[C@@H]2C2CCN(CC2)C2=CC=CC=C2)=O (S)-3-(1H-benzo[d]imidazol-5-yl)-4-(1-phenylpiperidin-4-yl)oxazolidin-2-one